1,3,5-tris(glycidoxy)benzene C(C1CO1)OC1=CC(=CC(=C1)OCC1CO1)OCC1CO1